NC=1C=C(C=CC1)N1CCN(CCC1)C(=O)OC(C)(C)C tert-butyl 4-(3-aminophenyl)-1,4-diazepane-1-carboxylate